ClC=1C=NC(=C(C(=O)NC2CCC(CC2)CN2C(N(C3=C2C=CC=C3C)C=3C=CC(=NC3)C(=O)NC)=O)C1)C 5-(3-(((1r,4r)-4-(5-chloro-2-methylnicotinamido)cyclohexyl)methyl)-7-methyl-2-oxo-2,3-dihydro-1H-benzo[d]imidazol-1-yl)-N-methylpicolinamide